C[C@]1(CC\C=C\[C@@H](CC1)OC(=O)OC1=CC=C(C=C1)[N+](=O)[O-])C(=O)N[C@@H](CC(=O)OCC[Si](C)(C)C)C(=O)OCC[Si](C)(C)C bis(2-(trimethylsilyl)ethyl) ((1R,6R,E)-1-methyl-6-(((4-nitrophenoxy)carbonyl)oxy)cyclooct-4-ene-1-carbonyl)-L-aspartate